OC(CCCCCCC)Br hydroxyl-bromooctane